(2S)-9-((2-chloro-3-fluoro-4-methoxyphenyl)(hydroxy)methyl)-2-(methoxymethyl)-2-methyl-1,2,4,7-tetrahydro-3H-pyrrolo[3',2':5,6]pyrido[3,4-b]pyrazin-3-one ClC1=C(C=CC(=C1F)OC)C(C1=CNC2=C1C1=C(NC([C@](N1)(C)COC)=O)C=N2)O